5-(3-chloroimidazo[1,2-b]pyridazin-6-yl)-4-(1-methyl-1H-pyrazol-4-yl)-7H-pyrrolo[2,3-d]pyrimidine ClC1=CN=C2N1N=C(C=C2)C2=CNC=1N=CN=C(C12)C=1C=NN(C1)C